FC=1C=CC(=NC1)C1=NN2C(COC(C2)(C)C)=C1C1=CC=2N(C(=C1)N)N=CC2 5-[2-(5-fluoro-2-pyridinyl)-6,6-dimethyl-4,7-dihydropyrazolo[5,1-c][1,4]oxazin-3-yl]pyrazolo[1,5-a]pyridin-7-amine